FC(OC1=CC=C(C=C1)S(=O)(=O)N[C@]1(CCC2=CC=CC=C12)C(=O)OCC)(F)F ethyl (S)-1-((4-(trifluoromethoxy)phenyl)sulfonamido)-2,3-dihydro-1H-indene-1-carboxylate